[Cl-].[Ta+5].C(C)(C)(CC)[NH-] tert-amylamide tantalum(V) chloride